C(C)(C)(C)OC(=O)N1CCC(CC1)CC1=CC=C(C=C1)C1=CC(=C2CN(C(C2=C1)=O)C(C(=O)[Li])C1=C2N(C=N1)CCC2)F [2-[6-[4-[(1-Tert-Butoxycarbonyl-4-piperidinyl)methyl]phenyl]-4-fluoro-1-oxo-isoindolin-2-yl]-2-(6,7-dihydro-5H-pyrrolo[1,2-c]imidazol-1-yl)acetyl]lithium